FC=1C=C(C=O)C=C(C1N1S(NC(C1)=O)(=O)=O)OCC1=CC=C(C=C1)OC 3-fluoro-5-[(4-methoxyphenyl)methoxy]-4-(1,1,4-trioxo-1,2,5-thiadiazolidin-2-yl)benzaldehyde